4-((1H-pyrazol-1-yl)methyl)-N-((2,6-dimethoxyphenyl)sulfonyl)-2,3-dimethoxybenzamide N1(N=CC=C1)CC1=C(C(=C(C(=O)NS(=O)(=O)C2=C(C=CC=C2OC)OC)C=C1)OC)OC